The molecule is an organosulfinate that is the conjugate base of benzenesulfinic acid obtained by deprotonation of the sulfinic acid group. It is a conjugate base of a benzenesulfinic acid. C1=CC=C(C=C1)S(=O)[O-]